C(C)OC(=O)C=1NC=CC1NCC1=C(C=C(C=C1)Cl)C1OCCO1 3-((4-chloro-2-(1,3-dioxolan-2-yl)benzyl)amino)-1H-pyrrole-2-carboxylic acid ethyl ester